2,5-DIFLUORO-4-METHOXYPHENYLBORONIC ACID FC1=C(C=C(C(=C1)OC)F)B(O)O